C(C)SC1(CC(OC1)=O)CCC=C(C)C 4-(ethylthio)-4-(4-methyl-3-pentenyl)-4,5-dihydrofuran-2(3H)-one